COC[C@H]1C[C@@]2(CC(CN2C1)=C)CO [(2S,7aR)-2-(methoxymethyl)-6-methylidene-tetrahydro-1H-pyrrolizin-7a-yl]-methanol